NC(CC1=CC(=C(C=C1)CC(=O)O)O)C 2-[4-(2-Aminopropyl)-2-hydroxyphenyl]acetic acid